4-(5-(2,4-bis(trifluoromethyl)benzyl)-2-(2,6-diethylphenyl)-4,5,6,7-tetrahydro-2H-pyrazolo[4,3-C]pyridin-3-yl)-2,5-difluoroaniline FC(C1=C(CN2CC=3C(CC2)=NN(C3C3=CC(=C(N)C=C3F)F)C3=C(C=CC=C3CC)CC)C=CC(=C1)C(F)(F)F)(F)F